N(CCO)(CCO)CCO.C1(=CC=CC=C1)S(=O)(=O)OCCCCCCCCCCCC dodecyl benzenesulfonate triethanolamine salt